FC=1C=C(C=CC1F)[C@H]1[C@@H](O[C@]([C@@H]1C)(C(F)(F)F)C)C(=O)NC1=CC(=NC=C1)C(=O)N (2R,3S,4R,5R)-4-[[3-(3,4-Difluorophenyl)-4,5-dimethyl-5-(trifluoromethyl)tetrahydrofuran-2-carbonyl]amino]pyridin-2-carboxamid